2-(4-{[4-({[2-(2,6-dioxopiperidin-3-yl)-1,3-dioxo-2,3-dihydro-1H-isoindol-4-yl]oxy}methyl)piperidin-1-yl]methyl}piperidin-1-yl)acetic acid O=C1NC(CCC1N1C(C2=CC=CC(=C2C1=O)OCC1CCN(CC1)CC1CCN(CC1)CC(=O)O)=O)=O